C(C1=CC(=C(N)C(=C1)C(C)C)C(C)C)C1=CC(=C(N)C(=C1)C(C)C)C(C)C 4,4'-Methylenebis-(2,6-diisopropylaniline)